5-amino-ethyl-amino-uridine NC=1C(NC(N([C@]2([C@](O)([C@H](O)[C@@H](CO)O2)CC)N)C1)=O)=O